COC=1C=C(C=CC1)C1=CC(=NO1)C1=CC=C(C=C1)NC(C)=O N-(4-(5-(3-methoxyphenyl)isoxazol-3-yl)phenyl)acetamide